Cl.NC1CS(C1)(=O)=O 3-Aminothietane 1,1-Dioxide hydrochloride